1-methyl-2-[4-(4-pyridin-4-yl-1H-pyrazol-3-yl)-phenoxymethyl]-1H-benzimidazole CN1C(=NC2=C1C=CC=C2)COC2=CC=C(C=C2)C2=NNC=C2C2=CC=NC=C2